1-cyclopropyl-3-(difluoromethyl)-1H-pyrazol-4-amine C1(CC1)N1N=C(C(=C1)N)C(F)F